ethyl (S)-3-((tert-butoxycarbonyl)amino)-6-(2-nitro-1H-imidazol-1-yl)hexanoate C(C)(C)(C)OC(=O)N[C@H](CC(=O)OCC)CCCN1C(=NC=C1)[N+](=O)[O-]